COC(NC=1C(C=C2N(C(CC3=CC(=C(C=C23)Cl)OCCCOC)C(C)(C)C)C1)=O)=O N-[6-tert-butyl-10-chloro-9-(3-methoxypropoxy)-2-oxo-6H,7H-pyrido[2,1-a]isoquinolin-3-yl]carbamic acid methyl ester